FC1(C(C1)C=1N=C2N(C=C(C(=C2)OCC)C(=O)OC)C1)F methyl 2-(2,2-difluorocyclopropyl)-7-ethoxyimidazo[1,2-a]pyridine-6-carboxylate